aluminum tris(isopropanol) C(C)(C)O.C(C)(C)O.C(C)(C)O.[Al]